BrC=1C=C(C=C(C(=O)OCC)C#N)C=CC1 ethyl 3-bromo-α-cyanocinnamate